C(CCCCCCCCC\C=C/CCCCCC)(=O)O cis-vaccenoic acid